C[C@H]1CC2(CNC2)CCN1C(=O)OC(C)(C)C tert-butyl (S)-6-methyl-2,7-diazaspiro[3.5]nonane-7-carboxylate